6-azaspiro[2.5]octane-5-carboxamide C1CC12CC(NCC2)C(=O)N